FC1=C(C=CC=C1)C1=CN(C=2N=CN=C(C21)N2[C@H](CN(CC2)C(=O)OC(C)(C)C)C)S(=O)(=O)C2=CC=C(C)C=C2 tert-Butyl (S)-4-(5-(2-fluorophenyl)-7-tosyl-7H-pyrrolo[2,3-d]pyrimidin-4-yl)-3-methylpiperazine-1-carboxylate